(2,6-dichloro-4-methoxypyridin-3-yl)butan-2-amine hydrochloride Cl.ClC1=NC(=CC(=C1CC(CC)N)OC)Cl